2,3-di(2'-hydroxyethyl)cyclohexane-1-ol OCCC1C(CCCC1CCO)O